4-(1-(3-methoxy-4-nitrophenyl)piperidin-4-yl)morpholine COC=1C=C(C=CC1[N+](=O)[O-])N1CCC(CC1)N1CCOCC1